C(N)(=N)C1=CC=C(OCCCCCOC2=CC(=NC=C2)C(N)=N)C=C1 4-{[5-(4-carbamimidoylphenoxy)-pentyl]oxy}pyridine-2-carboximidamide